C1(CC1)C1=C(C=C(C(=C1)I)C)N(C(C#CC)=O)C1=CC=C2C(=N1)C(=NN2C)O[C@@H]2CC[C@H](CC2)C(=O)OC(C)(C)C tert-butyl (trans)-4-({5-[N-(2-cyclopropyl-4-iodo-5-methylphenyl)but-2-ynamido]-1-methylpyrazolo[4,3-b]pyridin-3-yl}oxy)cyclohexane-1-carboxylate